5-chloro-2-(difluoromethyl)-N-((1r,4r)-4-((3-(6-methoxypyridin-3-yl)-2-oxo-2,3-dihydro-1H-benzo[d]imidazol-1-yl)methyl)cyclohexyl)nicotinamide ClC=1C=NC(=C(C(=O)NC2CCC(CC2)CN2C(N(C3=C2C=CC=C3)C=3C=NC(=CC3)OC)=O)C1)C(F)F